((3-(4-((2-(tert-butyl)-1H-imidazol-1-yl)methyl)phenyl)-5-isobutylthiophen-2-yl)sulfonyl)(Methoxycarbonylaminide) potassium salt [K+].C(C)(C)(C)C=1N(C=CN1)CC1=CC=C(C=C1)C1=C(SC(=C1)CC(C)C)S(=O)(=O)[N-]C(=O)OC